C1=CC(=C(C=C1CCC(=O)NCCCCNCCCNC(=O)CCC2=CC(=C(C=C2)O)O)O)O The molecule is a secondary carboxamide resulting from the formal condensation of a molecule of dihydrocaffeic acid with each of the primary amino groups of spermidine. Found in potato tubers. It has a role as an EC 3.4.15.1 (peptidyl-dipeptidase A) inhibitor and a plant metabolite. It is a secondary carboxamide, a member of catechols and a secondary amino compound. It derives from a 3-(3,4-dihydroxyphenyl)propanoic acid and a spermidine.